N-[9-[(2R,4R,5R)-5-[[bis(4-methoxyphenyl)-phenyl-methoxy]methyl]-4-hydroxy-tetrahydrofuran-2-yl]purin-6-yl]benzamide COC1=CC=C(C=C1)C(OC[C@@H]1[C@@H](C[C@@H](O1)N1C2=NC=NC(=C2N=C1)NC(C1=CC=CC=C1)=O)O)(C1=CC=CC=C1)C1=CC=C(C=C1)OC